(7-(3-(tert-butyl)phenoxy)-2-azaspiro[3.5]non-2-yl)((1s,3s)-3-hydroxy-3-methylcyclobutyl)methanone C(C)(C)(C)C=1C=C(OC2CCC3(CN(C3)C(=O)C3CC(C3)(C)O)CC2)C=CC1